(E)-2-((dihydrofuran-3(2H)-ylidene)methyl)-4,4,5,5-tetramethyl-1,3,2-dioxaborolane O1C\C(\CC1)=C\B1OC(C(O1)(C)C)(C)C